CC(C)(COP(=O)([O-])OP(=O)([O-])OC[C@@H]1[C@H]([C@H]([C@@H](O1)N2C=NC3=C(N=CN=C32)N)O)OP(=O)([O-])[O-])[C@H](C(=O)NCCC(=O)NCCSC(=O)CC(C4=CC=CC=C4)O)O The molecule is an acyl-CoA(4-) oxoanion arising from deprotonation of the phosphate and diphosphate OH groups of 3-hydroxy-3-phenylpropionyl-CoA; major species at pH 7.3. It is a conjugate acid of a 3-hydroxy-3-phenylpropionyl-CoA.